7-(4-bromo-2-methylphenyl)-1-methyl-6,7-dihydro-1H-pyrazolo[3,4-f][1,4]-oxazepin-8(5H)-one BrC1=CC(=C(C=C1)N1CCOC2=C(C1=O)N(N=C2)C)C